5-((5-chloro-4-cyclopropyl-2,3-dihydro-1H-inden-2-yl)amino)pyridin ClC=1C(=C2CC(CC2=CC1)NC=1C=CC=NC1)C1CC1